BrC1=CC=C(C(=O)NC2=C(C=NN2C2=CC=C(C=C2)Cl)C=2OCCN2)C=C1 4-bromo-N-(1-(4-chlorophenyl)-4-(4,5-dihydro-oxazol-2-yl)-1H-pyrazol-5-yl)benzamide